BrC1=NC=CC(=C1)NCC=1N=C2N(C=C(C=C2N2CCN(CC2)CC(=O)OCC)C2CC2)C1 ethyl 2-(4-(2-(((2-bromopyridin-4-yl)amino)methyl)-6-cyclopropylimidazo[1,2-a]pyridin-8-yl)piperazin-1-yl)acetate